5-hydroxy-3-(2-methoxypyridin-4-yl)-N-(4-(trifluoromethyl)pyridin-2-yl)-7-oxabicyclo[2.2.1]heptane-2-carboxamide OC1C2C(C(C(C1)O2)C(=O)NC2=NC=CC(=C2)C(F)(F)F)C2=CC(=NC=C2)OC